C(C=C)(=O)N1[C@@H](C[C@H](CC1)N1N=NC=2C(=NC=3C(=C(C(=CC3C21)C)C2=C(C(=CC=C2)C)Cl)F)OC[C@H]2N(CCC2)C)CC#N ((2S,4S)-1-acryloyl-4-(7-(2-chloro-3-methylphenyl)-6-fluoro-8-methyl-4-(((S)-1-methylpyrrolidin-2-yl)methoxy)-1H-[1,2,3]triazolo[4,5-c]quinolin-1-yl)piperidin-2-yl)acetonitrile